ClC1=NC=C(C(=C1)C1=C(C=NC(=C1)C)C(=O)NC=1SC2=C(C=NC(=C2)N2CC(C2)(C)OC)N1)OC 2'-chloro-5'-methoxy-N-[6-(3-methoxy-3-methylazetidin-1-yl)-[1,3]thiazolo[4,5-c]pyridin-2-yl]-6-methyl-[4,4'-bipyridine]-3-carboxamide